(1-((4-hydroxyphenyl)sulfonyl)azetidin-3-yl)methanone OC1=CC=C(C=C1)S(=O)(=O)N1CC(C1)C=O